C1(=CC=CC=C1)N1NC(C=C1C1=C(C=C(C=C1)OC)OC)C=CC1=C(C=C(C=C1)OC)OC 1-phenyl-3-(2,4-dimethoxystyryl)-5-(2,4-dimethoxyphenyl)-dihydropyrazole